C(C=C)N(C(C(O)C(O)C(=O)N)=O)CC=C N,N-diallyl-tartaramide